CC1C(N(CCC1)C(=O)OC(C)(C)C)=O tert-Butyl 3-methyl-2-oxopiperidine-1-carboxylate